5-methyl-6-(1-methylbenzimidazol-4-yl)-3-[4-[rel-(2S)-4-methylmorpholin-2-yl]anilino]pyrazine-2-carboxamide CC=1N=C(C(=NC1C1=CC=CC=2N(C=NC21)C)C(=O)N)NC2=CC=C(C=C2)[C@H]2CN(CCO2)C |o1:27|